CC1(OB(OC1(C)C)C=1C=CC(=NC1)C(=O)OC)C methyl 5-(4,4,5,5-tetramethyl-1,3,2-dioxaborolan-2-yl)pyridine-2-carboxylate